3,3'-diamino-4,4'-biphenyl-dicarboxylic acid NC=1C=C(C=CC1C(=O)O)C1=CC(=C(C=C1)C(=O)O)N